CN(S(=O)(=O)C1=C(C=CC=C1)NC=1N=C(N=NC1C(=O)N)NC1=C(C=C2CCN(CC2=C1)C)F)C ((2-(N,N-Dimethylsulfamoyl)phenyl)amino)-3-((6-fluoro-2-methyl-1,2,3,4-tetrahydroisoquinolin-7-yl)amino)-1,2,4-triazine-6-carboxamide